(R)-(6-((4-ethylphenyl)sulfonyl)-1-(4-fluorophenyl)4,4a,5,6,7,8-hexahydro-1H-pyrazolo[3,4-g]isoquinolin-4a-yl)(pyridin-2-yl)methanone C(C)C1=CC=C(C=C1)S(=O)(=O)N1C[C@]2(CC3=C(C=C2CC1)N(N=C3)C3=CC=C(C=C3)F)C(=O)C3=NC=CC=C3